ClC1=CC(=C(C=C1)C1=NC(=NC2=NC(=CN=C12)C)[C@@H]1C[C@@H](OCC1)C1=CC(=NC=C1)C)F 4-(4-chloro-2-fluorophenyl)-7-methyl-2-((2R,4S)-2-(2-methyl-4-pyridinyl)tetrahydro-2H-pyran-4-yl)pteridine